C(C#CC)C=1N=C2N(N(C(C=C2N2[C@H](CN[C@@H](C2)CC)CC)=O)C)C1 2-(But-2-yn-1-yl)-8-((2S,5R)-2,5-diethylpiperazin-1-yl)-5-methylimidazo[1,2-b]pyridazin-6(5H)-one